3,5-dichloro-N-(4-(N-(2,4-difluorophenyl)sulfamoyl)phenyl)benzenesulfonamide ClC=1C=C(C=C(C1)Cl)S(=O)(=O)NC1=CC=C(C=C1)S(NC1=C(C=C(C=C1)F)F)(=O)=O